tert-butyl (3',6'-diamino-2',7'-dimethyl-3-oxospiro[isoindoline-1,9'-xanthen]-2-yl)carbamate NC=1C(=CC=2C3(C4=CC(=C(C=C4OC2C1)N)C)N(C(C1=CC=CC=C13)=O)NC(OC(C)(C)C)=O)C